tert-Butyl 4-(pyrazin-2-ylmethyl)piperazine-1-carboxylate N1=C(C=NC=C1)CN1CCN(CC1)C(=O)OC(C)(C)C